COC=1C=C(C=CC1)C[C@H](CCCC)NC(=O)C1=NC=CC=C1 (S)-N-(1-(3-methoxyphenyl)hex-2-yl)pyridinecarboxamide